2-(6,7-dihydro-5H-pyrazolo[5,1-b][1,3]oxazin-3-yl)-N-(5-(2-(3,3-dimethylazetidin-1-yl)acetamido)-2-methylpyridin-3-yl)pyrazolo[5,1-b]thiazole-7-carboxamide N1=CC(=C2OCCCN21)C2=CN1C(S2)=C(C=N1)C(=O)NC=1C(=NC=C(C1)NC(CN1CC(C1)(C)C)=O)C